O[C@]1(CC[C@@]2([C@H]3CC[C@@]4([C@H](CC[C@H]4[C@@H]3[C@@H](C[C@@H]2C1)O)C(CCC=CC(=O)O)C)C)C)C1=CC=C(C=C1)C1=CC=CC=C1 6-[(3S,5R,7R,8R,9S,10S,13R,14S,17R)-3,7-dihydroxy-10,13-dimethyl-3-(4-phenylphenyl)-1,2,4,5,6,7,8,9,11,12,14,15,16,17-tetradecahydrocyclopenta[a]phenanthren-17-yl]hept-2-enoic acid